CC=1C=CC=2N(C3=CC=C(C=C3C2C1)C)C1=CC=C(C=C1)C1=C(C(=C(C(=C1C1=CC=C(C=C1)N1C2=CC=C(C=C2C=2C=C(C=CC12)C)C)C1=CC=NC=C1)C1=CC=C(C=C1)N1C2=CC=C(C=C2C=2C=C(C=CC12)C)C)C#N)C1=CC=C(C=C1)N1C2=CC=C(C=C2C=2C=C(C=CC12)C)C 4,4''-bis(3,6-dimethyl-9H-carbazol-9-yl)-4',6'-bis(4-(3,6-dimethyl-9H-carbazol-9-yl)phenyl)-5'-(pyridin-4-yl)-[1,1':2',1''-terphenyl]-3'-carbonitrile